ClC=1C=C2C(=CC1)NC(C21CCN(CC1)CCOC1=NC(=C2N(C=NC2=C1)C1CC(C1)(C)O)C(F)(F)F)=O 5-chloro-1'-(2-{3-[(cis)-3-hydroxy-3-methylcyclobutyl]-4-(trifluoromethyl)-3H-1,3,5-triazainden-6-yloxy}ethyl)spiro[indoline-3,4'-piperidin]-2-one